ClC1=CC(=C(N=N1)CN1C(C2=CC=CC=C2C1=O)=O)N1CC2C(C1)CCC2 2-[(6-chloro-4-{hexahydro-1H-cyclopenta[c]pyrrol-2-yl}pyridazin-3-yl)methyl]isoindole-1,3-dione